2-[(6-chloropyridazin-3-yl)thio]-N,N-diethylacetamide ClC1=CC=C(N=N1)SCC(=O)N(CC)CC